N-((2R,3S)-3-amino-2-hydroxy-4-phenylbutyl)-N-isopropyl-4-trifluoromethylbenzenesulphonamide N[C@H]([C@@H](CN(S(=O)(=O)C1=CC=C(C=C1)C(F)(F)F)C(C)C)O)CC1=CC=CC=C1